5-(4-chloro-2-fluoro-phenyl)-7-[2-(1-cyclopropylpyrazol-4-yl)morpholin-4-yl]-2-methyl-pyrido[3,4-d]pyridazin-1-one ClC1=CC(=C(C=C1)C1=NC(=CC2=C1C=NN(C2=O)C)N2CC(OCC2)C=2C=NN(C2)C2CC2)F